ClC=1C(=NC(=NC1)N[C@H](CO)C)C=1C=C2C(=NC1)CN(C2=O)[C@@H](C(=O)N[C@H](CO)C2=CC(=CC=C2)OC)C (2R)-2-[3-(5-chloro-2-{[(2S)-1-hydroxypropan-2-yl]amino}pyrimidin-4-yl)-5-oxo-5H,6H,7H-pyrrolo[3,4-b]pyridin-6-yl]-N-[(1S)-2-hydroxy-1-(3-methoxyphenyl)ethyl]propanamide